5-(1H-pyrazol-4-yl)-1,7-naphthyridin-8-amine N1N=CC(=C1)C1=C2C=CC=NC2=C(N=C1)N